ClC=1C=C(C=CC1F)NC(=O)C1=C(N=CN1C)C1CC2CC(CC2C1)(O)C1=C(C(=NN1CCO)NCC(C)(C)O)F N-(3-Chloro-4-fluorophenyl)-4-(5-(4-fluoro-3-((2-hydroxy-2-methylpropyl)amino)-1-(2-hydroxyethyl)-1H-pyrazol-5-yl)-5-hydroxyoctahydropentalen-2-yl)-1-methyl-1H-imidazole-5-carboxamide